N-(3-(piperidin-1-yl)propyl)-[2,3'-bipyridin]-6'-amine N1(CCCCC1)CCCNC1=CC=C(C=N1)C1=NC=CC=C1